di(2-mercaptoethyl) thioether SCCSCCS